P(=O)(OCCN(C)CC1=C(C=CC(=C1)NC([C@H](C)NC([C@H](C)NC(CN=[N+]=[N-])=O)=O)=O)COC(=O)OC1=CC=C(C=C1)[N+](=O)[O-])(OCC[N+](C)(C)C)[O-] 2-((5-((S)-2-((S)-2-(2-azidoacetamido)propanamido)propanamido)-2-((((4-nitrophenoxy)carbonyl)oxy)methyl)benzyl)(methyl)amino)ethyl (2-(trimethylammonio)ethyl) phosphate